C(C)OC(=O)C=1C(NC(N(C1)C1=CC=C(C=C1)OC)=O)=O (4-methoxyphenyl)-2,4-dioxo-1,2,3,4-tetrahydropyrimidine-5-carboxylic acid ethyl ester